BrC=1C=CC=2N(C1)C(=C(N2)N2N=C1C(C=NC(=C1)C(F)(F)F)=C2)S(=O)(=O)CC 2-(6-bromo-3-ethylsulfonyl-imidazo[1,2-a]pyridin-2-yl)-6-trifluoromethylpyrazolo[4,3-c]pyridine